hydroxy-N-[3-(4-methanesulfonylphenyl)-4-methyl-1-(oxan-4-ylmethyl)-5-oxo-4,5-dihydro-1H-pyrazol-4-yl]carbamic acid tert-butyl ester C(C)(C)(C)OC(N(C1(C(=NN(C1=O)CC1CCOCC1)C1=CC=C(C=C1)S(=O)(=O)C)C)O)=O